N12CCCN=C2CCC1 1,5-diazabicyclo-[4.3.0]-5-nonen